4-[[5-(7-fluoro-3,4-dihydro-2H-1,4-benzoxazin-6-yl)-2-thienyl]methyl]-1,2,4-triazol-3-one FC1=CC2=C(NCCO2)C=C1C1=CC=C(S1)CN1C(NN=C1)=O